(3-Ethynyl-5-fluoro-1H-indol-2-yl)(pyridin-3-yl)methanone 3-aminopiperidine-1-carboxylate NC1CN(CCC1)C(=O)O.C(#C)C1=C(NC2=CC=C(C=C12)F)C(=O)C=1C=NC=CC1